(1R,3s,5S)-8-(5-(2-ethylpyridin-4-yl)-1H-pyrazole-3-carbonyl)-N-((1r,4R)-4-hydroxy-4-(trifluoromethyl)cyclohexyl)-8-azabicyclo[3.2.1]octane-3-carboxamide C(C)C1=NC=CC(=C1)C1=CC(=NN1)C(=O)N1[C@H]2CC(C[C@@H]1CC2)C(=O)NC2CCC(CC2)(C(F)(F)F)O